N-(4-fluorophenyl)-3-(1H-pyrrolo[2,3-b]pyridin-5-yl)pyrazolo[1,5-a]pyridine FC1=CC=C(C=C1)N1CC(=C2N1C=CC=C2)C=2C=C1C(=NC2)NC=C1